C(C)C1=C(C(=C(C=C1)O)OCCCCCC)CC bis-ethyl-hexyl-oxyphenol